C(C)(=O)OCCC(C)(C)C1=C(C(=CC(=C1)SC(C)(C)SC1=CC(=C(C(=C1)C(C)(C)C)O)C(C)(C)C)C(C)(C)C)O 3-(3-(tert-butyl)-5-((2-((3,5-di-tert-butyl-4-hydroxyphenyl) thio)propan-2-yl)thio)-2-hydroxyphenyl)-3-methylbutyl acetate